(1R)-1-[6-[5-[(6-Methylpyridazin-3-yl)amino]benzimidazol-1-yl]-2-[3-methyl-1-(2,2,2-trifluoroethyl)pyrazol-4-yl]-3-pyridyl]ethanol CC1=CC=C(N=N1)NC1=CC2=C(N(C=N2)C2=CC=C(C(=N2)C=2C(=NN(C2)CC(F)(F)F)C)[C@@H](C)O)C=C1